2-(2-ethyl-1H-benzimidazol-1-yl)-N-[4-(trifluoromethyl)phenyl]pyrimidine C(C)C1=NC2=C(N1C1N(C=CC=N1)C1=CC=C(C=C1)C(F)(F)F)C=CC=C2